methyl difluoro-acetate FC(C(=O)OC)F